Cl.Cl.C(CCCCCCC(OC)=N)(OC)=N Dimethyl Suberimidate Dihydrochloride